CC(C)(CCC(C)(C)OOC(C)(C)C)OOC(C)(C)C 2,5-dimethyl-bis(tertiary butyl-peroxy)hexane